rac-cis-Methyl 4-(2-methylbenzylamino)tetrahydrofuran-2-carboxylate hydrochloride Cl.CC1=C(CN[C@@H]2C[C@@H](OC2)C(=O)OC)C=CC=C1 |r|